FC1=C(C(=CC=C1)OC)C(C)=O 1-(2-Fluoro-6-methoxy-phenyl)ethan-1-one